(2R,3S)-N1-[(3S)-2,3-Dihydro-1-methyl-2-oxo-5-phenyl-1H-1,4-benzodiazepin-3-yl]-2,3-bis(3,3,3-trifluoropropyl)-butanediamide CN1C([C@H](N=C(C2=C1C=CC=C2)C2=CC=CC=C2)NC([C@@H]([C@@H](C(=O)N)CCC(F)(F)F)CCC(F)(F)F)=O)=O